CN(CCC1(C(C=C(C=C1)NC1=NC=C(C(=N1)C1=CNC2=CC(=CC=C12)F)C(F)(F)F)N)NC)C 1-(2-(dimethylamino)ethyl)-N4-(4-(6-fluoro-1H-indol-3-yl)-5-(trifluoromethyl)pyrimidin-2-yl)-N1-methylbenzene-1,2,4-triamine